P(O)(O)(=S)O[C@H]1[C@H]([C@@H](O[C@@H]1CO)N1C(=O)NC(=O)C=C1)OC O-methyluridine-3'-phosphorothioate